copper-silver sulfide [S-2].[Ag+].[Cu+2]